(1S,2R)-8-hydroxy-2-methyl-7,9-dioxo-N-(2,4,6-trifluorobenzyl)-2,3,4,5,7,9-hexahydro-1,6-methanopyrido[1,2-b][1,2,5]triazonine-10-carboxamide OC=1C(C(=CN2N3[C@@H](CCCN(C(C21)=O)C3)C)C(=O)NCC3=C(C=C(C=C3F)F)F)=O